ClC1=C2C(=NC=C1OC=1C=NN3C1C=CC=C3)N=C(N2C)NC=2C(N(N=C(C2)C2CC2)CCO)=O 4-((7-chloro-1-methyl-6-(pyrazolo[1,5-a]pyridin-3-yloxy)-1H-imidazo[4,5-b]pyridin-2-yl)amino)-6-cyclopropyl-2-(2-hydroxyethyl)pyridazin-3(2H)-one